C(#N)C1=C(C=C(OCC2(CN(C2)S(=O)(=O)C2=C(C=C(C=C2)Cl)Cl)NC(CO)=O)C=C1)F N-(3-((4-Cyano-3-fluorophenoxy)methyl)-1-((2,4-dichlorophenyl)sulfonyl)azetidin-3-yl)-2-hydroxyacetamide